5-[4-amino-5-(trifluoromethyl)pyrrolo-[2,1-f][1,2,4]triazin-7-yl]-2,3-difluoro-N-[(3R,4S)-4-fluoro-1-(4,4,4-trifluoro-3-hydroxy-3-methylbutanoyl)pyrrolidin-3-yl]benzamide NC1=NC=NN2C1=C(C=C2C=2C=C(C(=C(C(=O)N[C@@H]1CN(C[C@@H]1F)C(CC(C(F)(F)F)(C)O)=O)C2)F)F)C(F)(F)F